NC1C(C=CC=2C(C3=CC=CC=C3C(C12)=O)=O)(Cl)Cl 1-amino-2-chloro-2-chloroanthraquinone